C(OC1=CC=C(C=C1)[N+](=O)[O-])(OC1CC(C1)N1C(=NC=2C1=NC=CC2)C(F)(F)F)=O 4-nitrophenyl ((1s,3s)-3-(2-(trifluoromethyl)-3H-imidazo[4,5-b]pyridin-3-yl)cyclobutyl) carbonate